γ-glutamyl-glutamine N[C@@H](CCC(=O)N[C@@H](CCC(N)=O)C(=O)O)C(=O)O